ClC(C(CCCOCC(=O)C1=CC=CC=C1)C)CCCN1CCOCC1 5-chloro-4-methyl-2-(8-morpholin-4-yloctyloxy)acetophenone